BrC1=C(C(=C(C=C1)CO)OC)F (4-bromo-3-fluoro-2-methoxyphenyl)methanol